(R)-4-(N-Methylacetamido)-3-(4-methylphenyl)-N-((R)-1-(6-chloropyridin-3-yl)ethyl)-4,5-dihydro-1H-pyrazole-1-carboxamide CN(C(C)=O)[C@H]1C(=NN(C1)C(=O)N[C@H](C)C=1C=NC(=CC1)Cl)C1=CC=C(C=C1)C